C(C1=CC=CC=C1)OC(=O)NCCOC1CN(C1)C(=O)OC(C)(C)C tert-butyl 3-(2-[[(benzyloxy)carbonyl]amino]ethoxy)azetidine-1-carboxylate